gamma-glycidoxypropylphosphonic acid C(C1CO1)OCCCP(O)(O)=O